2-fluoroethyl 2-{[6-(cyclopropylmethoxy)-5-(3-methoxyazetidin-1-yl) pyrazine-2-carbonyl]amino}-2-ethylbutanoate C1(CC1)COC1=C(N=CC(=N1)C(=O)NC(C(=O)OCCF)(CC)CC)N1CC(C1)OC